COC1=C(C=CC=C1)N1N=CC2=C1COCC2NC(=O)C=2N=CN1C2CCCC1 N-(1-(2-methoxyphenyl)-1,4,5,7-tetrahydropyrano[3,4-c]pyrazol-4-yl)-5,6,7,8-tetrahydroimidazo[1,5-a]pyridine-1-carboxamide